FC(C(=O)O)(F)F.P(=O)(OC1CC1)(O)O cyclopropyl phosphate trifluoroacetate